3-hexadecyl-1,2,4-oxadiazol-5(4H)-one C(CCCCCCCCCCCCCCC)C1=NOC(N1)=O